tert-butyl 4-[1-(4-fluoro-3-formyl-phenyl)-5-methyl-pyrazol-3-yl]piperazine-1-carboxylate FC1=C(C=C(C=C1)N1N=C(C=C1C)N1CCN(CC1)C(=O)OC(C)(C)C)C=O